praseodymium lanthanum iron cobalt oxide [Co]=O.[Fe].[La].[Pr]